methyl 3-(3-(4-(2-(2-aminopyridin-3-yl)-5-phenyl-3H-imidazo[4,5-b]pyridin-3-yl)phenyl)azetidine-1-carbonyl)-2-fluorobenzoate NC1=NC=CC=C1C1=NC=2C(=NC(=CC2)C2=CC=CC=C2)N1C1=CC=C(C=C1)C1CN(C1)C(=O)C=1C(=C(C(=O)OC)C=CC1)F